O=C1CCN(CC1)[C@@H]1CC[C@H](CC1)C(=O)OC(C)(C)C trans-tert-butyl 4-(4-oxopiperidin-1-yl)cyclohexane-1-carboxylate